3-hexadienylbenzene C(=CC=CCC)C=1C=CC=CC1